[Cl-].[Cl-].C[Hf](C1(C=CC=C1)CCC)(C1(C=CC=C1)CCC)C dimethyl-bis(n-propylcyclopentadienyl)hafnium dichloride